ClC1=NC=NC2=CC=C(C=C12)N1C2C(CC1)CN(C2)C(=O)OC(C)(C)C tert-Butyl 1-(4-chloroquinazolin-6-yl)hexahydropyrrolo[3,4-b]pyrrole-5(1H)-carboxylate